BrCC(=O)NC=1C(=C(NC1C)\C=C\1/C(NC2=CC=C(C=C12)C(=O)N[C@H](C)C1=CC=CC=C1)=O)C (R,Z)-3-((4-(2-Bromoacetamido)-3,5-dimethyl-1H-pyrrol-2-yl)-methylene)-2-oxo-N-(1-phenylethyl)indoline-5-carboxamide